tert-butyl (3S)-3-[4-[5-chloro-4-(cyclopropylmethoxy)-2-fluoro-anilino]pyrido[3,2-d]pyrimidin-6-yl]oxypyrrolidine-1-carboxylate ClC=1C(=CC(=C(NC=2C3=C(N=CN2)C=CC(=N3)O[C@@H]3CN(CC3)C(=O)OC(C)(C)C)C1)F)OCC1CC1